C(CCCCC)C1=CC=C(C=C1)S(=O)(=O)N1C=C(C2=CC=CC=C12)/C=C/C(=O)C1=CC=CC=C1 (E)-3-(1-((4-(n-hexyl)phenyl)sulfonyl)-1H-indol-3-yl)-1-phenylprop-2-en-1-one